methyl 2-(1-(tert-butoxycarbonyl)piperidin-4-yl)-7-isopropoxyimidazo[1,2-a]pyridine-6-carboxylate C(C)(C)(C)OC(=O)N1CCC(CC1)C=1N=C2N(C=C(C(=C2)OC(C)C)C(=O)OC)C1